n-methyl-5-(4-(trifluoromethyl)phenoxy)naphthalene-2-sulfonamide CNS(=O)(=O)C1=CC2=CC=CC(=C2C=C1)OC1=CC=C(C=C1)C(F)(F)F